C[C@@H]1N(CCOC1)C(=O)O[C@H]1C[C@H](CC1)C1=CC(=NN1)NC(CC1=CC(=CC(=C1)F)F)=O (1R,3S)-3-(3-{[(3,5-difluorophenyl)acetyl]amino}-1H-pyrazol-5-yl)cyclopentyl (3S)-3-methylmorpholine-4-carboxylate